C(=O)C1=CC=C(C=C1)C1=NC(=CC(=N1)C1=CC=C(C=C1)C=O)C1=CC=C(C=C1)C=O 2,4,6-Tris(4-formylphenyl)pyrimidine